(2R)-2-[6-(5-chloro-2-{[1-(dimethylamino)-3-hydroxypropan-2-yl]amino}pyrimidin-4-yl)-1-oxo-2,3-dihydro-1H-isoindol-2-yl]-N-[(1S)-2-hydroxy-1-(3-methylphenyl)ethyl]propionamide ClC=1C(=NC(=NC1)NC(CN(C)C)CO)C1=CC=C2CN(C(C2=C1)=O)[C@@H](C(=O)N[C@H](CO)C1=CC(=CC=C1)C)C